(tert-butoxycarbonyl(methyl)amino)-2-(3-methoxy-3-oxopropyl)-1-oxo-2,3-dihydro-1H-indene-2-carboxylate C(C)(C)(C)OC(=O)N(C)C1C(C(C2=CC=CC=C12)=O)(C(=O)[O-])CCC(=O)OC